(2R,5S)-2-(2-(1-(dimethylamino)ethyl)benzo[d]thiazol-5-yl)-5-methylpiperidin CN(C(C)C=1SC2=C(N1)C=C(C=C2)[C@@H]2NC[C@H](CC2)C)C